O=C1NC(CC[C@@H]1NC(=O)C1=CC=C(C=N1)N1CCN(CC1)C(=O)OC(C)(C)C)=O tert-butyl 4-(6-{[(3S)-2,6-dioxopiperidin-3-yl]carbamoyl}pyridin-3-yl)piperazine-1-carboxylate